N-(1-methyl-1H-indazol-6-yl)ethanesulfonamide CN1N=CC2=CC=C(C=C12)NS(=O)(=O)CC